Cl.Cl.CNC1CCN(CC1)C1=CC2=C(N(C=N2)C2C(NC(CC2)=O)=O)C=C1 3-[5-[4-(methylamino)-1-piperidyl]benzimidazol-1-yl]piperidine-2,6-dione dihydrochloride